C(C)(C)(C)OC(=O)N1CC2(CNC3=CC(=CC=C23)F)C1.OC(C)C=1NC2=C(N1)C=CC=C2 2-(1-hydroxyethyl)benzimidazole tertbutyl-6'-fluorospiro[azetidine-3,3'-indoline]-1-carboxylate